9-chloro-4-(3-fluoro-4-(piperazin-1-yl)phenyl)-3-methyl-10H-chromeno[3,2-b]pyridin-10-one hydrochloride Cl.ClC=1C=2C(C3=NC=C(C(=C3OC2C=CC1)C1=CC(=C(C=C1)N1CCNCC1)F)C)=O